1-(4-((1R,2S)-4,4-difluoro-2-(4-fluoro-2-methylphenyl)-6-hydroxy-1,2,3,4-tetrahydronaphthalen-1-yl)phenyl)piperidine-4-carbaldehyde FC1(C[C@@H]([C@@H](C2=CC=C(C=C12)O)C1=CC=C(C=C1)N1CCC(CC1)C=O)C1=C(C=C(C=C1)F)C)F